C1(=CC=C(C=C1)C(=O)O)C1=CC(=CC=C1)C1=CC=C(C=C1)C(=O)O 1,1':3',1''-terphenyl-4,4''-dicarboxylic acid